COC(C[C@H]1CN(CC1)C1CN(CCC1)C(=O)OC(C)(C)C)=O tert-butyl 3-[(3S)-3-(2-methoxy-2-oxoethyl)pyrrolidin-1-yl]piperidine-1-carboxylate